5-pentyl-3,4-dihydro-2H-pyran-2-one C(CCCC)C=1CCC(OC1)=O